[Cl-].C1(=CC=CC=C1)P(C1=CC=CC=C1)C1=CC=CC=C1.C1(=CC=CC=C1)P(C1=CC=CC=C1)C1=CC=CC=C1.C1(=CC=CC=C1)P(C1=CC=CC=C1)C1=CC=CC=C1.[Rh+] Rhodium(I) tris(triphenylphosphine) chloride